N1CCC(CC1)CCO 4-piperidineethanol